C1(CCCCO1)=O glutarolactone